COC=1C=C(C=CC1)C(=C(C(=O)O)C)CC (3-methoxyphenyl)-2-methylpent-2-enoic acid